tert-butyl 2-(((trifluoromethyl)sulfonyl)oxy)-6-azaspiro[3.4]oct-1-ene-6-carboxylate FC(S(=O)(=O)OC1=CC2(C1)CN(CC2)C(=O)OC(C)(C)C)(F)F